FC=1C=C2NC(C(NC2=C(C1)F)=O)(C)C 6,8-difluoro-3,3-dimethyl-3,4-dihydro-1H-quinoxalin-2-one